(±)-trans-N-(3-methylisoquinolin-5-yl)-4-phenylpyrrolidine CC=1N=CC2=CC=CC(=C2C1)N1CC[C@@H](C1)C1=CC=CC=C1 |r|